FC1=CC=C(CN2N=CC(=C2)C(=O)N2CC3(CN(C3)C(C(C(F)(F)F)(C)C)=O)[C@@H](C2)COCC2=C(C(=O)O)C=CC=C2)C=C1 (S)-2-(((6-(1-(4-fluorobenzyl)-1H-pyrazole-4-carbonyl)-2-(3,3,3-trifluoro-2,2-dimethylpropanoyl)-2,6-diazaspiro[3.4]octan-8-yl)methoxy)methyl)benzoic acid